3-Hydroxypropyl octanoate C(CCCCCCC)(=O)OCCCO